6-Chloro-8-(2,4-dimethoxy-phenyl)-1-methyl-9H-pyrido[3,4-b]indole ClC=1C=C2C3=C(NC2=C(C1)C1=C(C=C(C=C1)OC)OC)C(=NC=C3)C